trans-(+)-1,2-diaminocyclohexane N[C@H]1[C@@H](CCCC1)N